N[C@@H](CCCCN)C(=O)OC(CCC)=O butyryl lysinate